[Co].[Hf].[Cu] Copper-hafnium-cobalt